BrCC(C)C 1-bromo-2-methyl-propane